((3R)-tert-butyl 1-(6-(4-(2-fluoro-6-methoxyphenyl)-1-oxo-1,3-dihydro-2H-pyrrolo[3,4-c]pyridin-2-yl)-3-(trifluoromethyl) pyridin-2-yl) pyrrolidin-3-yl) carbamate C(N)(O[C@H]1C(N(CC1)C1=NC(=CC=C1C(F)(F)F)N1CC=2C(=NC=CC2C1=O)C1=C(C=CC=C1OC)F)C(C)(C)C)=O